(S)-6-((1-(2,3-Dihydrobenzofuran-6-yl)ethyl)amino)-3-isopropyl-5-methylpyrimidine O1CCC2=C1C=C(C=C2)[C@H](C)NC=2C(=CN(CN2)C(C)C)C